N1(N=CC=C1)CC=1C=CC(=NC1OC)C(=O)NS(=O)(=O)C1=C(C=CC(=C1)C)OC 5-((1H-pyrazol-1-yl)methyl)-6-methoxy-N-((2-methoxy-5-methylphenyl)sulfonyl)picolinamide